O1C=CC2=C1C=C(C=C2)N2C(NC(CC2)=O)=O 1-(benzofuran-6-yl)dihydropyrimidine-2,4(1H,3H)-dione